tert-Butyl (1-((methyl(2-((methylsulfonyl)methyl)-4-nitrophenyl)amino)methyl)cyclopropyl)carbamate CN(C1=C(C=C(C=C1)[N+](=O)[O-])CS(=O)(=O)C)CC1(CC1)NC(OC(C)(C)C)=O